(R)-4-(7-(2,4-dichloro-3-(trifluoromethyl)benzoyl)-2-(isopropylamino)-6-methyl-4-oxo-5,6,7,8-tetrahydropyrido[3,4-d]pyrimidin-3(4H)-yl)-3-(difluoromethyl)-N-methylbenzamide ClC1=C(C(=O)N2CC=3N=C(N(C(C3C[C@H]2C)=O)C2=C(C=C(C(=O)NC)C=C2)C(F)F)NC(C)C)C=CC(=C1C(F)(F)F)Cl